butenyl-hexyl-phosphinic acid C(=CCC)P(O)(=O)CCCCCC